ISOPROPYL-CYCLOPROPANE tert-butyl-4-(3-carbamoyl-2-(4-phenoxyphenyl)pyrazolo[1,5-a]pyrimidin-7-yl)piperidine-1-carboxylate C(C)(C)(C)OC(=O)N1CCC(CC1)C1=CC=NC=2N1N=C(C2C(N)=O)C2=CC=C(C=C2)OC2=CC=CC=C2.C(C)(C)C2CC2